5-(7-methoxy-5-methylbenzothiophen-2-yl)-7-(piperidin-4-yl)-7H-pyrrolo[2,3-d]pyrimidin COC1=CC(=CC=2C=C(SC21)C2=CN(C=1N=CN=CC12)C1CCNCC1)C